C(C)C=1C(=NC=CC1)CC1N(C(C2=CC=CC=C12)=O)CC1=CC2=C(NC(O2)=O)C=C1 6-((1-((3-ethylpyridin-2-yl)methyl)-3-oxoisoindolin-2-yl)methyl)benzo[d]oxazol-2(3H)-one